BrC1=NC=CC=C1O[C@H](/C=C/C(=O)OC)COC |r| rac-methyl (2E)-4-[(2-bromopyridin-3-yl)oxy]-5-methoxypent-2-enoate